(R)-6-((3,3-difluoropyrrolidin-1-yl)methyl)-2-(3-(1,1,2-trifluoro-1-(4-methyl-4H-1,2,4-triazol-3-yl)propan-2-yl)phenyl)-4-(trifluoromethyl)isoindolin-1-one FC1(CN(CC1)CC1=CC(=C2CN(C(C2=C1)=O)C1=CC(=CC=C1)[C@@](C(C1=NN=CN1C)(F)F)(C)F)C(F)(F)F)F